2-(2-hydroxy-5-nonylphenyl)benzotriazole OC1=C(C=C(C=C1)CCCCCCCCC)N1N=C2C(=N1)C=CC=C2